N-(2-((1-methylcyclohexyl)ethynyl)phenyl)acetamide CC1(CCCCC1)C#CC1=C(C=CC=C1)NC(C)=O